N-((3-(benzo[d][1,3]dioxol-5-yl)-1H-pyrazol-1-yl)methyl)-2-ethyl-N-(2-ethylhexyl)hexan-1-amine O1COC2=C1C=CC(=C2)C2=NN(C=C2)CN(CC(CCCC)CC)CC(CCCC)CC